ClC=1C=CC2=C([C@H](C[C@@H](O2)C(=O)NC23CCC(C2)(C3)NC(COC3=CC(=C(C=C3)Cl)F)=O)O)C1 (2R,4S)-6-chloro-N-{4-[2-(4-chloro-3-fluorophenoxy)acetamido]bicyclo[2.1.1]hexan-1-yl}-4-hydroxy-3,4-dihydro-2H-1-benzopyran-2-carboxamide